O1C2=C(OCC1)C=C(C=C2)C2=C(C#N)C(=CC=C2)N2CCC(CC2)N2CC(CC2)C(C)O 2-(2,3-dihydrobenzo[b][1,4]dioxin-6-yl)-6-(4-(3-(1-hydroxyethyl)pyrrolidin-1-yl)piperidin-1-yl)benzonitrile